N-(3-cyanobenzyl)-2-(difluoromethoxy)-5-fluoro-N-methylpyridine-3-sulfonamide C(#N)C=1C=C(CN(S(=O)(=O)C=2C(=NC=C(C2)F)OC(F)F)C)C=CC1